C(C1=CC=CC=C1)(=O)N1NC(C(CC1)C)C#N 1-benzoyl-4-methylhexahydropyridazine-3-carbonitrile